CN(C(COC(C(=O)[O-])CCCCC=CCCCCCCCC)COCCCCCCCC(=O)OC)C (2-(dimethylamino)-3-((8-methoxy-8-oxooctyl)oxy)propoxy)hexadec-7-enoate